C1(=CC=CC=C1)C1=NC(=NC(=N1)C1=CC=CC=C1)C1=C(C=C(C=C1)OCCCCCC)O 2,4-Diphenyl-6-[2-hydroxy-4-(hexyloxy)phenyl]-1,3,5-triazin